FC=1C(=CC(=NC1)OC)C1=CC(=NN1COCC[Si](C)(C)C)C(=O)OC Methyl 5-(5-fluoro-2-methoxypyridin-4-yl)-1-((2-(trimethylsilyl)ethoxy)methyl)-1H-pyrazole-3-carboxylate